FC=1C=C(C=C(C1)F)CC(=O)N[C@H](C(=O)N[C@H]1N=C(C2=C(N(C1=O)C)C=CC=C2)C2=CC=CC=C2)C (S,S)-2-[2-(3,5-difluorophenyl)-acetylamino]-N-(1-methyl-2-oxo-5-phenyl-2,3-dihydro-1H-benzo[e][1,4]diazepin-3-yl)-propionamide